N-(4-(5-amino-6-((1-(1-methylpiperidin-4-yl)-1H-pyrazol-4-yl)oxy)pyrazin-2-yl)-2,6-dimethylbenzyl)oxazol-2-amine NC=1N=CC(=NC1OC=1C=NN(C1)C1CCN(CC1)C)C1=CC(=C(CNC=2OC=CN2)C(=C1)C)C